3-(2-(2-iodoacetamido)ethoxy)propanamide ICC(=O)NCCOCCC(=O)N